C(C)(C)(C)OC(=O)N1C2=C(OCC1)N=CC(=C2C)C=2C=C1C=C(N=CC1=C(C2F)Cl)NC2=CC=C1CCN(C(C1=C2)=O)C 7-(8-chloro-7-fluoro-3-((2-methyl-1-oxo-1,2,3,4-tetrahydroisoquinolin-7-yl)amino)isoquinolin-6-yl)-8-methyl-2,3-dihydro-1H-pyrido[2,3-b][1,4]oxazine-1-carboxylic acid tert-butyl ester